2-dehydro-D-gluconic acid 6-phosphate P(=O)(O)(O)OC[C@H]([C@H]([C@@H](C(C(=O)O)=O)O)O)O